The molecule is a carbobicyclic compound that is 2,3,4,4a,5,6,7,8-octahydronaphthalen-2-ol which carries a methyl, methyl and prop-1-en-2-yl groups at positions 4, 4a, and 6, respectively. It is an eremophilane sesquiterpenoid, an olefinic compound, a secondary allylic alcohol and a member of octahydronaphthalenes. CC1CC(C=C2C1(CC(CC2)C(=C)C)C)O